C=O Methylene oxide